4-((5-(1H-imidazol-1-yl)pentyl)oxy)quinazoline Tert-butyl-(2-hydroxyethyl)(pyrrolidin-3-ylmethyl)carbamate C(C)(C)(C)OC(N(CC1CNCC1)CCO)=O.N1(C=NC=C1)CCCCCOC1=NC=NC2=CC=CC=C12